5-methyl-1-piperidin-4-yl-1H-pyrrolo[2,3-b]pyridine CC=1C=C2C(=NC1)N(C=C2)C2CCNCC2